7-(4-Aminophenyl)-N-(4-((4-(trifluoromethyl)benzyl)amino)phenyl)heptanamid NC1=CC=C(C=C1)CCCCCCC(=O)NC1=CC=C(C=C1)NCC1=CC=C(C=C1)C(F)(F)F